P(=O)(O)(O)O.O=C1CC(CN1)C(=O)NCC1=CC=C(C=C1)NC=1C=NC(=NC1)N1CC(C1)CCC 5-Oxo-N-(4-((2-(3-propylazetidin-1-yl)pyrimidin-5-yl)amino)benzyl)pyrrolidine-3-carboxamide phosphate